2-(2-hydroxy-4-hexyloxyphenyl)-4,6-bisphenyl-s-triazine OC1=C(C=CC(=C1)OCCCCCC)C1=NC(=NC(=N1)C1=CC=CC=C1)C1=CC=CC=C1